(R)-3-(4-chlorophenyl)-2-((5-chloropyridin-2-yl)methyl)-4-fluoro-3-(2-hydroxyethoxy)-6-(1-methyl-1H-pyrazole-4-carbonyl)isoindolin-1-one ClC1=CC=C(C=C1)[C@@]1(N(C(C2=CC(=CC(=C12)F)C(=O)C=1C=NN(C1)C)=O)CC1=NC=C(C=C1)Cl)OCCO